(±)-trans-2-(1-methylpyrazol-4-yl)cyclopropanecarboxylic acid CN1N=CC(=C1)[C@H]1[C@@H](C1)C(=O)O |r|